{3-[(tert-butoxy)carbonyl]-3-azabicyclo[4.1.0]heptan-6-yl}trifluoroboranuide C(C)(C)(C)OC(=O)N1CC2CC2(CC1)[B-](F)(F)F